NC1=NC=C(C2=C1C=NN2COCC[Si](C)(C)C)NC(C(N2[C@H](CC[C@@H](C2)C)C2=CC1=CC=CC=C1C=C2)=O)=O N-[4-Amino-1-(2-trimethylsilylethoxymethyl)pyrazolo[4,3-c]pyridin-7-yl]-2-oxo-2-[(2R,5S)-5-methyl-2-(2-naphthyl)-1-piperidyl]acetamide